4-(7-bromo-6-chloro-8-fluoro-2-(methylthio)quinazolin-4-yl)piperazine-1-carboxylic acid tert-butyl ester C(C)(C)(C)OC(=O)N1CCN(CC1)C1=NC(=NC2=C(C(=C(C=C12)Cl)Br)F)SC